S-(3-triethoxysilylpropyl) thiooctanoate C(CCCCCCC)(=O)SCCC[Si](OCC)(OCC)OCC